6-(7-Azabicyclo[2.2.1]heptane-7-yl)-4-((methylamino)methyl)-2,3-dihydro-1H-pyrrolo[3,4-c]pyridine C12CCC(CC1)N2C2=CC1=C(C(=N2)CNC)CNC1